6-isobutyl-4-trifluoromethylpyridine-2(1H)-thione C(C(C)C)C1=CC(=CC(N1)=S)C(F)(F)F